The molecule is a phenothiazine substituted on nitrogen by a (1-methylpyrrolidin-3-yl)methyl group; a first-generation antihistamine with anticholinergic properties. It has a role as a histamine antagonist, a cholinergic antagonist and an antipruritic drug. It is a member of phenothiazines and a N-alkylpyrrolidine. CN1CCC(C1)CN2C3=CC=CC=C3SC4=CC=CC=C42